4-(4-(bis(4-fluorophenyl)methyl)-3-(fluoromethyl)piperazin-1-yl)-6-bromo-1-methyl-2-oxo-1,2-dihydro-1,5-naphthyridine-3-carbonitrile FC1=CC=C(C=C1)C(N1C(CN(CC1)C1=C(C(N(C2=CC=C(N=C12)Br)C)=O)C#N)CF)C1=CC=C(C=C1)F